5'-methyl-4-pentyl-2'-(prop-1-en-2-yl)-3-(pyridin-3-yl)-1',2',3',4'-tetrahydro-[1,1'-biphenyl] CC=1CCC(C(C1)C1=CC(=C(C=C1)CCCCC)C=1C=NC=CC1)C(=C)C